4-(2-chlorophenyl-(piperazine-1-sulfonyl)phenyl)-1-(pyridin-3-ylmethyl)urea ClC1=C(C=CC=C1)C=1C(=C(C=CC1)C1=C(C=NC=C1)CNC(=O)N)S(=O)(=O)N1CCNCC1